{1-[(3,3-Difluorocyclobutyl)methyl]-1H-pyrazol-4-yl}-8-(5,5-dimethyl-2,5-dihydrofuran-3-yl)-7-[(2-methyl-1H-1,3-benzodiazol-6-yl)oxy]quinoxaline FC1(CC(C1)CN1N=CC(=C1)C1=NC2=C(C(=CC=C2N=C1)OC=1C=CC2=C(NC(=N2)C)C1)C=1COC(C1)(C)C)F